FC=1C(=C(C=CC1F)[C@H]1[C@H](O[C@]([C@@H]1C)(C(F)(F)F)C)C(=O)NC1=CC(=NC=N1)C(=O)N)OC 6-[[(2S,3S,4R,5R)-3-(3,4-Difluoro-2-methoxy-phenyl)-4,5-dimethyl-5-(trifluoromethyl)tetrahydrofuran-2-carbonyl]amino]pyrimidin-4-carboxamid